tert-butyl (E)-4-(3-(5-carbamoyl-2-((4-((5-carbamoyl-3-nitropyridin-2-yl)amino)but-2-en-1-yl)amino)-3-nitrophenoxy)propyl)piperazine-1-carboxylate C(N)(=O)C=1C=C(C(=C(OCCCN2CCN(CC2)C(=O)OC(C)(C)C)C1)NC\C=C\CNC1=NC=C(C=C1[N+](=O)[O-])C(N)=O)[N+](=O)[O-]